FC1=CC=C(C=C1)N1C(C(=CC(=C1C)C(C)C)C(=O)O)=O 1-(4-Fluorophenyl)-5-isopropyl-6-methyl-2-oxo-1,2-dihydropyridine-3-carboxylic acid